BrC=1C=C(C=CC1)[C@H]1[C@@H](C1)C(=O)OCC |r| rac-Ethyl (1R,2R)-2-(3-bromophenyl)cyclopropane-1-carboxylate